COC1=CC=C(C=C1)CN(C1=NC=CC=C1C=O)CC1=CC=C(C=C1)OC 2-[bis[(4-methoxyphenyl)methyl]amino]pyridine-3-carbaldehyde